FC1=CC=C(C=N1)C1=CN(C2=CC(=CC=C12)NC(C1=CC(=C(C=C1)C)C#CC1=CN=C2N1N=CC=C2)=O)C N-(3-(6-Fluoropyridin-3-yl)-1-methyl-1H-indol-6-yl)-3-(imidazo[1,2-b]pyridazin-3-ylethynyl)-4-methylbenzamide